N-[pyridin-4-yl(2,3,4-trichloro-6-hydroxyphenyl)methyl]acetamide N1=CC=C(C=C1)C(NC(C)=O)C1=C(C(=C(C=C1O)Cl)Cl)Cl